ClC1=NC=C(C(=C1)C1=C(C=NC(=C1)C)C(=O)NC=1SC2=C(N1)CN(C2)C(C2=NC=CC(=C2F)C(F)F)=O)OC 2'-chloro-N-(5-(4-(difluoromethyl)-3-fluoropicolinoyl)-5,6-dihydro-4H-pyrrolo[3,4-d]thiazol-2-yl)-5'-methoxy-6-methyl-[4,4'-bipyridine]-3-carboxamide